Methylisoquinolin-5-amine CC1=NC=CC=2C(=CC=CC12)N